N2-[4-(3,8-diazabicyclo[3.2.1]octan-8-ylmethyl)phenyl]-N4-[2-(6-methyl-2-pyridyl)pyrimidin-4-yl]pyrimidine-2,4-diamine C12CNCC(CC1)N2CC2=CC=C(C=C2)NC2=NC=CC(=N2)NC2=NC(=NC=C2)C2=NC(=CC=C2)C